CN1CC(C1)(C)C(O)(C1=NC(=CN=C1)N1CCCC1)C1=CC=C(C=C1)C(C)C (1,3-dimethyl-azetidin-3-yl)-(4-isopropyl-phenyl)-(6-pyrrolidin-1-yl-pyrazin-2-yl)-methanol